zinc (orthophosphate) P(=O)([O-])([O-])[O-].[Zn+2].P(=O)([O-])([O-])[O-].[Zn+2].[Zn+2]